C1(CC1)N(C=1N=CC(=NC1)C1=CC(=C(C=C1O)C1=CC(N(C=C1)CF)=O)F)[C@H]1[C@H]([C@@H]2CC[C@H](C1)N2)F 4-(4-(5-(cyclopropyl((1S,2S,3R,5R)-2-fluoro-8-azabicyclo[3.2.1]octan-3-yl)amino)pyrazin-2-yl)-2-fluoro-5-hydroxyphenyl)-1-(fluoromethyl)pyridin-2(1H)-one